4-MethoxyCyclohexanone COC1CCC(CC1)=O